COC1=C2C=C(C(N(C2=CC(=C1)C=C)C)=O)C 5-Methoxy-1,3-dimethyl-7-vinylquinolin-2(1H)-one